(+-)-methyl-2,5-dimethyl-2,3-dihydro-1H-indene 3,5-dimethylthiazolium-2-carboxylate C[N+]1=C(SC(=C1)C)C(=O)[O-].CC1C(CC2=CC(=CC=C12)C)C